10-((E)-4-Methoxy-4-oxobut-2-enamido)-2,4a,6a,6b,9,9,12a-heptamethyl-13-oxo-1,2,3,4,4a,5,6,6a,6b,7,8,8a,9,10,11,12,12a,12b,13,14b-icosahydropicene-2-carboxylic acid COC(/C=C/C(=O)NC1C(C2CCC3(C4(CCC5(CCC(CC5C4=CC(C3C2(CC1)C)=O)(C(=O)O)C)C)C)C)(C)C)=O